O1C(CCCC1)OCCC=1N=NN(C1)C1=CC=C(C=C1)CN (4-(4-(2-((tetrahydro-2H-pyran-2-yl)oxy)ethyl)-1H-1,2,3-triazol-1-yl)phenyl)methanamine